2-phenyl-3-(pyridin-3-yl)-N-(p-tolyl)acrylamide C1(=CC=CC=C1)C(C(=O)NC1=CC=C(C=C1)C)=CC=1C=NC=CC1